N-Benzyl-N'-Tolylcarbodiimide C(C1=CC=CC=C1)N=C=NC1=C(C=CC=C1)C